N-(8-(methylamino)-5-vinyl-2,7-naphthyridin-3-yl)cyclopropanecarboxamide CNC=1N=CC(=C2C=C(N=CC12)NC(=O)C1CC1)C=C